(3,5-di-tert-butyl-4-hydroxyphenyl)-propionic acid amide C(C)(C)(C)C=1C=C(C=C(C1O)C(C)(C)C)C(C(=O)N)C